4-[3-[2,6-Dichloro-4-[6-(2-cyano-2-methylpropyl)-2,6-diazaspiro[3.3]heptan-2-yl]benzoyl]-2,4-dihydro-1,3-benzoxazin-8-yl]-5-fluoro-2-(3-oxa-8-azabicyclo[3.2.1]octan-8-yl)benzoic acid ClC1=C(C(=O)N2COC3=C(C2)C=CC=C3C3=CC(=C(C(=O)O)C=C3F)N3C2COCC3CC2)C(=CC(=C1)N1CC2(C1)CN(C2)CC(C)(C)C#N)Cl